FC1(CCC(CC1)NC1=NC(=NC(=N1)NC1CCC(CC1)(F)F)N1N=C(C=C1)C(F)(F)F)F N2,N4-bis(4,4-difluorocyclohexyl)-6-(3-(trifluoromethyl)-1H-pyrazol-1-yl)-1,3,5-triazine-2,4-diamine